C(C)N([C@@H]1[C@H](CC[C@@H]1C)OC=1C=C2CN(C(C2=CC1)=O)N1C(CCCC1=O)=O)CC (5-(((1S,2S,3S)-2-(diethylamino)-3-methylcyclopentyl)oxy)-1-oxoisoindolin-2-yl)piperidine-2,6-dione